C(CCC)[Si](C1=CC=CC=C1)(C1=CC=CC=C1)OCCC(C)N1N=C(C=2C=NC(=CC21)Cl)C=2NC=CC2 butyl-[3-[6-chloro-3-(1H-pyrrol-2-yl)pyrazolo[4,3-c]pyridin-1-yl]butoxy]-diphenyl-silane